C1(=CC=C(C=C1)N1C([C@H]2[C@H]([C@H]3C=C[C@@]2(C1)O3)C3=CC=NC=C3)=O)C3=CC=CC=C3 (3aR,6R,7S,7aS)-2-([1,1'-biphenyl]-4-yl)-7-(pyridin-4-yl)-2,3,7,7a-tetrahydro-3a,6-epoxyisoindol-1(6H)-one